CC(CC)(CCC)C(C(C(C(=O)[O-])(C(CC)(CCC)C)C(CC)(CCC)C)(O)C(=O)[O-])C(=O)[O-] Tri(3-methyl-3-hexyl)citrat